5-(cyclopropylmethyl)-2-(2-methyl-2H-indazol-5-yl)-3-oxo-4-(6-(trifluoromethyl)pyridin-3-yl)-3,5-dihydro-2H-pyrrolo[3,2-c]pyridazine-7-carbonitrile C1(CC1)CN1C=C(C2=NN(C(C(=C21)C=2C=NC(=CC2)C(F)(F)F)=O)C2=CC1=CN(N=C1C=C2)C)C#N